di-tert-butyl (S)-6-chloro-1-((R)-2,3-dihydroxypropyl)-3,4-dihydro-1H-pyrido[3,4-b]indole-2,9-dicarboxylate ClC=1C=C2C3=C(N(C2=CC1)C(=O)OC(C)(C)C)[C@@H](N(CC3)C(=O)OC(C)(C)C)C[C@H](CO)O